BrC1=CC=C(C=C1)[C@]12[C@](C=3C(=NC(=CC3)OC)O1)([C@@H]([C@@H]([C@H]2C2=CC=CC=C2)C(=O)OC)O)O |r| rac-methyl (4bS,5R,6R,7S,7aR)-7a-(4-bromophenyl)-4b,5-dihydroxy-2-methoxy-7-phenyl-4b,6,7,7a-tetrahydro-5H-cyclopenta[4,5]furo[2,3-b]pyridine-6-carboxylate